ClC=1C=C(C=CC1OC(F)(F)F)N1C(=NC2=C1C=CC(=C2)N2CCN(CC2)C)C#C[Si](C(C)C)(C(C)C)C(C)C 1-(3-chloro-4-(trifluoromethoxy)phenyl)-5-(4-methylpiperazin-1-yl)-2-((triisopropylsilyl)ethynyl)-1H-benzo[d]imidazole